tert-butyl(4-(ethoxy(methyl)phosphoryl)thiazol-2-yl)(methyl)carbamate C(C)(C)(C)OC(N(C)C=1SC=C(N1)P(=O)(C)OCC)=O